3-((1R,3R)-1-(2-chloro-6-fluoro-3-(2-((3-fluoropropyl)amino)ethoxy)phenyl)-3-methyl-1,3,4,9-tetrahydro-2H-pyrido[3,4-b]indol-2-yl)-2,2-difluoropropan-1-ol ClC1=C(C(=CC=C1OCCNCCCF)F)[C@H]1N([C@@H](CC2=C1NC1=CC=CC=C21)C)CC(CO)(F)F